[Zn].[Pb].[Sn].[W] tungsten-tin-lead-zinc